tert-butyl 4-amino-2-methylpiperidine-1-carboxylate NC1CC(N(CC1)C(=O)OC(C)(C)C)C